(Z)-3-((tert-butylamino)methylene)-2-(6-hydroxy-1H-indol-7-yl)chroman-4-one C(C)(C)(C)N\C=C/1\C(OC2=CC=CC=C2C1=O)C=1C(=CC=C2C=CNC12)O